(R)-2-methyl-butane-1,4-diamine C[C@@H](CN)CCN